N-(8-methoxy-2-methylimidazo[1,2-a]pyrazin-6-yl)-5-(methyl(2,2,6,6-tetramethylpiperidin-4-yl)amino)pyrazine-2-carboxamide COC=1C=2N(C=C(N1)NC(=O)C1=NC=C(N=C1)N(C1CC(NC(C1)(C)C)(C)C)C)C=C(N2)C